FC1=CC=C(C=C1)N1N=NC(=C1COC1=NC=2CN(CCC2C=C1)C(C)=O)C 1-(2-{[1-(4-fluorophenyl)-4-methyl-1H-1,2,3-triazol-5-yl]methoxy}-5,6,7,8-tetrahydro-1,7-naphthyridin-7-yl)ethan-1-one